benzil-bis-2-pyridinylhydrazone N1=C(C=CC=C1)N(N=C(C1=CC=CC=C1)C(=O)C1=CC=CC=C1)C1=NC=CC=C1